(1H-benzo[d][1,2,3]triazol-1-yl)(1-(bis(4H-benzo[d][1,3]dioxin-6-yl)methyl)piperidin-4-yl)methanone N1(N=NC2=C1C=CC=C2)C(=O)C2CCN(CC2)C(C2=CC1=C(OCOC1)C=C2)C2=CC1=C(OCOC1)C=C2